C(CC)C1NC(NC1)=O 4-propyl-imidazolidin-2-one